C(CC)C(C(=O)N)=C n-propyl-acrylamide